ClC1=CC(=C2C=NNC2=C1)C1(C[C@H]2C([C@H]2C1)NC(=O)C1COCC1)O N-((1R,3r,5S,6r)-3-(6-chloro-1H-indazol-4-yl)-3-hydroxybicyclo[3.1.0]hexan-6-yl)tetrahydrofuran-3-carboxamide